(1R,3S,4R)-2-((3-chlorophenyl)-D-alanyl)-N-((R)-1-cyano-2-((S)-2-oxopiperidin-3-yl)ethyl)-5,5-difluoro-2-azabicyclo[2.2.2]octane-3-carboxamide ClC=1C=C(C=CC1)N[C@H](C)C(=O)N1[C@H]2CC([C@@H]([C@H]1C(=O)N[C@H](C[C@H]1C(NCCC1)=O)C#N)CC2)(F)F